(S)-N-(5,7-dihydrospiro[cyclopenta[b]pyridine-6,4'-piperidin]-5-yl)-2-methylpropane-2-sulfonamide N1CCC2(CC1)[C@@H](C=1C(=NC=CC1)C2)NS(=O)(=O)C(C)(C)C